(e)-3-(4-(1H-indol-7-yl)-2'-nitrobiphenyl-2-yl)acrylic acid N1C=CC2=CC=CC(=C12)C1=CC(=C(C=C1)C1=C(C=CC=C1)[N+](=O)[O-])/C=C/C(=O)O